C(N)(OC1=C(C(=CC(=C1)N(C)CCN(C)C)C(C)(C)C)N)=O (tert-butyl 2-amino-5-((2-(dimethylamino) ethyl) (methyl) amino) phenyl) carbamate